2-[6-cyclopropyl-2-(3,4-dimethoxyphenyl)-3-oxo-pyridazine-4-carbonyl]-5-methyl-cyclohexane C1(CC1)C=1C=C(C(N(N1)C1=CC(=C(C=C1)OC)OC)=O)C(=O)C1CCC(CC1)C